C(CCCCCCCCCCC)OC(CC(=O)OCCCCCCCCCCCC)=O malonic acid dilaurylester